4-[[3-(3-aminobutyl)-1-methyl-2-oxo-benzoimidazol-5-yl]amino]-2-chloro-pyridine-3-carbonitrile NC(CCN1C(N(C2=C1C=C(C=C2)NC2=C(C(=NC=C2)Cl)C#N)C)=O)C